C(C=C)(=O)N1CC(CCC1)N(C1=C(C2=C(C(=N1)NC1=CC(=NS1)C)C(NC2)=O)F)C 6-((1-propenoylpiperidin-3-yl)(methyl)amino)-7-fluoro-4-(3-methylisothiazol-5-ylamino)-1H-pyrrolo[3,4-c]pyridin-3(2H)-one